(3R)-N-[5-(2-chloro-5-fluorophenyl)-1H-indazol-3-yl]piperidine-3-carboxamide hydrochloride Cl.ClC1=C(C=C(C=C1)F)C=1C=C2C(=NNC2=CC1)NC(=O)[C@H]1CNCCC1